ClC1=CC=C(C=C1)C=1C2=C(C(N(N1)CCC1=CC=CC=C1)=O)N=C(S2)NCC2CC2 7-(4-chlorophenyl)-2-(cyclopropylmethylamino)-5-(2-phenylethyl)thiazolo[4,5-d]pyridazin-4-one